BrC1=CC(=C(C=C1)CNC(OC(C)(C)C)=O)C(C1=CC=CC=C1)O tert-butyl N-({4-bromo-2-[hydroxy(phenyl)methyl]phenyl}methyl)-carbamate